N[C@@H](C(C)C)C(=O)[O-].[K+] potassium valine salt